17-Hexyl-7,7-dimethyl-6-((5-((2-(octanoyloxy)octyl)oxy)-5-oxopentanoyl)oxy)-5,10,14,19-tetraoxo-9,15,18-trioxa-4-azahexacosanoic acid C(CCCCC)C(COC(CCCC(OCC(C(C(NCCC(=O)O)=O)OC(CCCC(=O)OCC(CCCCCC)OC(CCCCCCC)=O)=O)(C)C)=O)=O)OC(CCCCCCC)=O